BrC1=CN(C2=C1N=CN=C2F)C2=C(C=CC=C2)F 7-Bromo-4-fluoro-5-(2-fluorophenyl)-5H-pyrrolo[3,2-d]pyrimidine